C(C)(C)(C)OC(=O)N1[C@H]2CC(C[C@@H]1CC2)N(C(C2=CC(=C(C=C2)Br)CF)=O)C (1R,3s,5S)-3-(4-bromo-3-(fluoromethyl)-N-methylbenzamido)-8-azabicyclo[3.2.1]octane-8-carboxylic acid tert-butyl ester